The molecule is a hydrochloride resulting from the reaction of (R,R)-tramadol with 1 molar equivalent of hydrogen chloride; the (R,R)-enantiomer of the racemic opioid analgesic tramadol hydrochloride, it exhibits ten-fold higher analgesic potency than the (S,S)-enantiomer. It has a role as a delta-opioid receptor agonist, a kappa-opioid receptor agonist, a mu-opioid receptor agonist, an adrenergic uptake inhibitor, an antitussive, a capsaicin receptor antagonist, a muscarinic antagonist, a nicotinic antagonist, a NMDA receptor antagonist, an opioid analgesic, a serotonergic antagonist and a serotonin uptake inhibitor. It contains a (R,R)-tramadol(1+). It is an enantiomer of a (S,S)-tramadol hydrochloride. CN(C)C[C@H]1CCCC[C@@]1(C2=CC(=CC=C2)OC)O.Cl